N-{3-methyl-4-[(3S)-oxan-3-yloxy]phenyl}-6-(piperazin-1-yl)pyrido[3,2-d]pyrimidin-4-amine CC=1C=C(C=CC1O[C@@H]1COCCC1)NC=1C2=C(N=CN1)C=CC(=N2)N2CCNCC2